2-(7-(2-chloro-5-fluoropyrimidin-4-yl)-1-isopropyl-3-methyl-4-oxo-1,4-dihydroquinolin-2-yl)pyrrolidine-1-carboxylic acid tert-butyl ester C(C)(C)(C)OC(=O)N1C(CCC1)C=1N(C2=CC(=CC=C2C(C1C)=O)C1=NC(=NC=C1F)Cl)C(C)C